((3-(2-methoxypyridin-4-yl)bicyclo[4.2.0]octa-1(6),2,4-trien-2-yl)carbamoyl)-2-methyl-2,3-dihydropyrazolo[5,1-b]oxazole COC1=NC=CC(=C1)C1=C(C=2CCC2C=C1)NC(=O)C1(CN2C(O1)=CC=N2)C